C1(CC1)C=1C(NC=CC1)=O 3-cyclopropylpyridin-2(1H)-one